(±)-α-phenylethylamine C1(=CC=CC=C1)[C@@H](C)N |r|